2-chloro-1-(3,4-dihydroxyphenyl)ethanone diethyl-((7-cyanoimidazo[1,2-a]pyridin-2-yl)methyl)phosphonate C(C)OP(OCC)(=O)CC=1N=C2N(C=CC(=C2)C#N)C1.ClCC(=O)C1=CC(=C(C=C1)O)O